1H-pyrazol-3-carboxamide N1N=C(C=C1)C(=O)N